NC([C@@H](CC)NC(=O)C=1C=NC(=C(C1)C1=NN(C=C1)C)OC1=CC=C(C=C1)C(F)(F)F)=O N-[(2R)-1-Amino-1-oxobutan-2-yl]-5-(1-methyl-1H-pyrazol-3-yl)-6-[4-(trifluoromethyl)phenoxy]pyridine-3-carboxamide